(S)-quinuclidin-3-yl (5-(3-chloro-4-methylphenyl)-2,2-dimethyl-2,3-dihydro-1H-inden-1-yl)carbamate ClC=1C=C(C=CC1C)C=1C=C2CC(C(C2=CC1)NC(O[C@@H]1CN2CCC1CC2)=O)(C)C